2-((2-(2,6-dioxopiperidin-3-yl)-1,3-dioxoisoindolin-5-yl)oxy)ethyl methanesulfonate CS(=O)(=O)OCCOC=1C=C2C(N(C(C2=CC1)=O)C1C(NC(CC1)=O)=O)=O